N-methyl-4-((4-oxoquinazolin-3(4H)-yl)methyl)-N-(2,2,2-trifluoroethyl)benzamide CN(C(C1=CC=C(C=C1)CN1C=NC2=CC=CC=C2C1=O)=O)CC(F)(F)F